C1(CCCCC1)C(=O)N1CCN(CC1)CC1=C(N=C2N1C=CC=C2)C2=CC=C(C=C2)C cyclohexyl-(4-{[2-(4-methylphenyl)imidazo[1,2-a]pyridin-3-yl]methyl}piperazin-1-yl)methanone